4,4',4'',4'''-methanetetrayltetraphenol C(C1=CC=C(C=C1)O)(C1=CC=C(C=C1)O)(C1=CC=C(C=C1)O)C1=CC=C(C=C1)O